1-(2-hydroxy-3-methoxypropyl)-4-methylpiperazine OC(CN1CCN(CC1)C)COC